5-((4-(ethoxymethyl)-4-phenethylpiperidin-1-yl)methyl)-3-methylbenzo[d]oxazol-2(3H)-one citrate C(CC(O)(C(=O)O)CC(=O)O)(=O)O.C(C)OCC1(CCN(CC1)CC=1C=CC2=C(N(C(O2)=O)C)C1)CCC1=CC=CC=C1